C(C)(C)OC1=CC(=CC=N1)C 6-Isopropoxy-4-methylpyridine